C1(=CC=C(C=C1)C1=NC=C(C=C1)C[Si](C)(C)C)C 2-(p-tolyl)-5-((trimethylsilyl)methyl)pyridine